t-butyl 4-(chlorocarbonyl)-4-fluoropiperidine-1-carboxylate ClC(=O)C1(CCN(CC1)C(=O)OC(C)(C)C)F